OC1=CC=NC2=CC=C(C=C12)C#N 4-hydroxyquinoline-6-carbonitrile